ClC=1C(=C(C=O)C=CC1)OC chloro-2-methoxybenzaldehyde